Cl.ClC1=CC(=C2CNCC2=C1)I 6-chloro-4-iodo-2,3-dihydro-1H-isoindole hydrochloride